tert-butyl 4-[7-({8-fluoro-2-methylimidazo[1,2-a]pyridin-6-yl}carbamoyl)-2-{[1-(oxan-2-yloxy)cyclopropyl] methyl}indazol-4-yl]piperazine-1-carboxylate FC=1C=2N(C=C(C1)NC(=O)C1=CC=C(C3=CN(N=C13)CC1(CC1)OC1OCCCC1)N1CCN(CC1)C(=O)OC(C)(C)C)C=C(N2)C